C1(=CC=CC=C1)C=1C(=CC(=CC1)N)C1=CC=CC=C1 [1,1':2',1''-Terphenyl]-4'-amine